O1N=C(N=C1)CN1N=CC(=C1)C1=CC=CC=2N1N=CC2C(=O)N2CCCCC2 (7-(1-((1,2,4-oxadiazol-3-yl)methyl)-1H-pyrazol-4-yl)pyrazolo[1,5-a]pyridin-3-yl)(piperidin-1-yl)methanone